4-(bis(4-methoxybenzyl)amino)imidazo[2,1-f][1,2,4]triazine-7-carboxylic acid COC1=CC=C(CN(C2=NC=NN3C2=NC=C3C(=O)O)CC3=CC=C(C=C3)OC)C=C1